5'-dithio-bis(2-nitrobenzoic acid) C1=CC(=C(C=C1SSC2=CC(=C(C=C2)[N+](=O)[O-])C(=O)[O-])C(=O)[O-])[N+](=O)[O-]